C([C@@H]1[C@H]([C@@H]([C@H]([C@H](O1)O)O)O[C@@H]2[C@@H]([C@H]([C@@H]([C@H](O2)CO)O)O)O[C@H]3[C@@H]([C@H]([C@@H]([C@H](O3)CO)O)O)O)O)O The molecule is a glucotriose consisting of one beta-D-glucopyranose and two alpha-D-glucopyranose residues joined in sequence by (1->2) and (1->3) glycosidic linkages.